35-methylheptatriacontyl myristoleate C(CCCCCCC\C=C/CCCC)(=O)OCCCCCCCCCCCCCCCCCCCCCCCCCCCCCCCCCCC(CC)C